ClC=1C(N(C(=C(C1)C(C)(C(C)C)OC)C1=C(C=CC=C1F)F)CC)=O 3-chloro-6-(2,6-difluorophenyl)-1-ethyl-5-(2-methoxy-3-methylbutan-2-yl)pyridin-2(1H)-one